bromine isobutyric acid C(C(C)C)(=O)O.[Br]